1-(5-chloropyrimidin-2-yl)-3,3-difluoro-4-methylpiperidine-4-carbonyl chloride ClC=1C=NC(=NC1)N1CC(C(CC1)(C(=O)Cl)C)(F)F